The molecule is a flavonoid oxoanion that is the conjugate base of vitexin 2''-O-beta-L-rhamnoside obtained by deprotonation of the OH group at position 7 on the chromene. It is the major microspecies at pH 7.3 (according to Marvin v 6.2.0.). It has a role as a plant metabolite. It is a conjugate base of a vitexin 2''-O-beta-L-rhamnoside. C[C@H]1[C@@H]([C@H]([C@H]([C@H](O1)O[C@@H]2[C@H]([C@@H]([C@H](O[C@H]2C3=C(C=C(C4=C3OC(=CC4=O)C5=CC=C(C=C5)O)O)[O-])CO)O)O)O)O)O